OC1=CC=C2C(C=C(OC2=C1)C(=O)OCC)=O ethyl 7-hydroxy-4-oxo-4H-chromene-2-carboxylate